C(=O)C1=CC(=NC=C1)NC([C@H](C1CCC(CC1)C)NC(OCC1=CC=CC=C1)=O)=O Benzyl ((S)-2-((4-formylpyridin-2-yl)amino)-1-((1s,4R)-4-methylcyclohexyl)-2-oxoethyl)carbamate